2-(4-chlorothiazol-2-yl)-2-(1-methylpyrazol-4-yl)propionitrile ClC=1N=C(SC1)C(C#N)(C)C=1C=NN(C1)C